ClC1=CC=C2C(=CC(=NC2=C1Cl)N1[C@@H](CCC1)COCC(=O)OC)N1C=NC=C1 Methyl (S)-2-((1-(7,8-Dichloro-4-(1H-Imidazol-1-Yl) Quinolin-2-Yl) Pyrrolidin-2-Yl) Methoxy)Acetate